C1(CC1)C1=CC(=C(C=C1)NC1=CC(=NC=C1C(=O)NOCC)NC=1C=NC(=CC1)C)N(S(=O)(=O)C)C 4-((4-cyclopropyl-2-(N-methyl-methanesulfonamido)-phenyl)amino)-N-ethoxy-6-((6-methyl-pyridin-3-yl)-amino)nicotinamide